C(CCCCCCCCCCCCCCCCC)OCCO 2-(octadecyloxy)ethanol